4-aminotetrahydro-2H-pyran-3-ol NC1C(COCC1)O